N'-(4-{[3-(difluoromethoxy)phenyl]sulfanyl}-2,5-dimethylphenyl)-N-ethyl-N-methylimidoformamid FC(OC=1C=C(C=CC1)SC1=CC(=C(C=C1C)N=CN(C)CC)C)F